Ethyl (2S)-2-(((R or S)-(((1R,4S)-4-(5-methyl-2,4-dioxo-3H-pyrimidin-1-yl) cyclopent-2-en-1-yl)oxy)methyl(phenoxy)phosphoryl) amino)propanoate CC=1C(NC(N(C1)[C@@H]1C=C[C@@H](C1)OC[P@@](=O)(OC1=CC=CC=C1)N[C@H](C(=O)OCC)C)=O)=O |o1:14|